CC1=C(OC=2C(=CC(N(C2)C)=O)C=2C3=C(C(N(C2)C)=O)NC(=C3)C3=CC(=NC=C3)C)C(=CC=C1)C 5-(2,6-dimethylphenoxy)-1-methyl-4-[6-methyl-2-(2-methylpyridin-4-yl)-7-oxo-1H-pyrrolo[2,3-c]pyridin-4-yl]pyridin-2-one